NC(C)(CC=C)C1=NN(C2=CN=C(C=C21)NC2=CC=C1C(=N2)CC(OC1=O)(C)C)C ((3-(2-aminopent-4-en-2-yl)-1-methyl-1H-pyrazolo[3,4-c]pyridin-5-yl)amino)-7,7-dimethyl-7,8-dihydro-5H-pyrano[4,3-b]pyridin-5-one